2-Methylpropanoic acid [5-[3-chloro-2-[(E)-2-[4-[ethyl (methyl) carbamoyl]-3-fluoro-phenyl] vinyl]-6-fluoro-phenyl]-1,3-dimethyl-6-oxo-pyridazin-4-yl] ester ClC=1C(=C(C(=CC1)F)C1=C(C(=NN(C1=O)C)C)OC(C(C)C)=O)\C=C\C1=CC(=C(C=C1)C(N(C)CC)=O)F